CC1=CC(=C(N=C1)NC(=O)C(C)(C)C)C=O N-(3-FORMYL-5-METHYLPYRIDIN-2-YL)PIVALAMIDE